ClC=1C=CC2=C([C@@H](C[C@@H](O2)C(=O)NC23CC(C2)(C3)C=3C=NC(=CC3)N3C=NC(=C3)C(F)(F)F)O)C1 (2R,4R)-6-chloro-4-hydroxy-N-(3-{6-[4-(trifluoromethyl)-1H-imidazol-1-yl]pyridin-3-yl}bicyclo[1.1.1]pentan-1-yl)-3,4-dihydro-2H-1-benzopyran-2-carboxamide